sodium phosphorus potassium [K].[P].[Na]